N-(2-((5-chloro-2-((2-isopropoxy-5-methyl-4-(1-(tetrahydro-2H-pyran-4-yl)-1,2,3,6-tetrahydropyridin-4-yl)phenyl)amino)pyrimidin-4-yl)amino)phenyl)-N-methylpropane-2-sulfonamide ClC=1C(=NC(=NC1)NC1=C(C=C(C(=C1)C)C=1CCN(CC1)C1CCOCC1)OC(C)C)NC1=C(C=CC=C1)N(S(=O)(=O)C(C)C)C